4-[18F]-fluorobenzyl-L-cysteine [18F]C1=CC=C(CN[C@@H](CS)C(=O)O)C=C1